FC1=C(C=C(C=C1)C1=NN(C=C1F)CC1=CC=C(C=C1)OC)O 2-fluoro-5-[4-fluoro-1-[(4-methoxyphenyl)methyl]pyrazol-3-yl]phenol